1-((benzo[d]thiazol-2-ylamino)(1-methyl-3-trifluoromethyl-1H-pyrazol-4-yl)methyl)naphthalen-2-ol S1C(=NC2=C1C=CC=C2)NC(C2=C(C=CC1=CC=CC=C21)O)C=2C(=NN(C2)C)C(F)(F)F